N-(4-amino-2-tetrahydropyran-2-yl-pyrazolo[4,3-c]pyridin-7-yl)-N'-cyclobutyl-N'-[1-[4-(trifluoromethyl)phenyl]ethyl]oxamide NC1=NC=C(C=2C1=CN(N2)C2OCCCC2)NC(=O)C(=O)N(C(C)C2=CC=C(C=C2)C(F)(F)F)C2CCC2